C(C)OC1=NC=CC=C1C1=CC(=C2C(=N1)C(=NN2C(C)C)C)NCC2=CN=C(O2)C 5-(2-ethoxy-3-pyridinyl)-1-isopropyl-3-methyl-N-[(2-methyloxazol-5-yl)methyl]pyrazolo[4,3-b]pyridin-7-amine